C(C)(C)(C)OC1=CC=C(C=C1)C1=C(C=CC=C1)I 4-tert-Butoxyphenyl-phenyliodide